ClC1=NC(=CC(=C1)C1(CC(C1)(F)F)C1=NN=CN1C)Cl 2,6-dichloro-4-(3,3-difluoro-1-(4-methyl-4H-1,2,4-triazol-3-yl)cyclobutyl)pyridine